6-(1-propionyl-piperidin-4-yloxy)-2-thieno[3,2-c]pyridin-6-yl-3H-quinazolin-4-one C(CC)(=O)N1CCC(CC1)OC=1C=C2C(NC(=NC2=CC1)C1=CC2=C(C=N1)C=CS2)=O